C1=CC=C2C(=C1)NC3=CC=CC=C3N2 The molecule is a member of the class of phenazines obtained by hydrogenation of the 5 and 10 positions of phenazine. It has a role as a bacterial xenobiotic metabolite.